N-(3-(difluoromethyl)-1-(1-methylpiperidin-4-yl)-1H-pyrazol-4-yl)-5-morpholinopyrazolo[1,5-a]pyrimidine-3-carboxamide FC(C1=NN(C=C1NC(=O)C=1C=NN2C1N=C(C=C2)N2CCOCC2)C2CCN(CC2)C)F